tert-butyl 3-methyl-6-(3-(trifluoromethyl)phenyl)-3,4-dihydropyridine-1(2H)-carboxylate CC1CN(C(=CC1)C1=CC(=CC=C1)C(F)(F)F)C(=O)OC(C)(C)C